FC1=C(C=CC=C1)C(C=O)=C 2-(fluorophenyl)prop-2-en-1-one